C(C1=CC=CC=C1)OC(NC=1C=C2N(N1)CCC2)=O (5,6-dihydro-4H-pyrrolo[1,2-b]pyrazol-2-yl)carbamic acid benzyl ester